NC1=C(OCCCOC2=C(C=C(C=C2)N)N)C=CC(=C1)N 1,3-Bis(2,4-diaminophenoxy)propane